6-(4-(methylsulfonyl)phenyl)-2-(1-(methylsulfonyl)piperidin-4-yl)imidazo[2,1-b][1,3,4]thiadiazol CS(=O)(=O)C1=CC=C(C=C1)C=1N=C2SC(=NN2C1)C1CCN(CC1)S(=O)(=O)C